FC=1C=C(C=CC1)C1=CC(=CC=C1)C[C@@H]1N(CC[C@@H]1NS(=O)(=O)C)C(=O)C1(CCC1)C N-((2S,3S)-2-((3'-fluorobiphenyl-3-yl)methyl)-1-((1-methylcyclobutyl)carbonyl)pyrrolidin-3-yl)methanesulfonamide